C(CCC)OC1=C(N=C2C(=N1)NC(=N2)C(F)(F)F)NC2=CC=C(C=C2)OC(F)(F)F 6-Butoxy-N-(4-(trifluoromethoxy)phenyl)-2-(trifluoromethyl)-1H-imidazo[4,5-b]pyrazin-5-amin